CN(C)CC1=CC=C(C=C1)C1=CC2=C(CC3=C2NN=C3C3=CC=C2C=NN(C2=C3)C)S1 N,N-dimethyl-1-(4-(3-(1-methyl-1H-indazol-6-yl)-1,4-dihydrothieno[2',3':4,5]cyclopenta[1,2-c]pyrazol-6-yl)phenyl)methylamine